(S)-3-methyl-1-tert-butoxyformyl-1,4-diazepane C[C@H]1CN(CCCN1)C(=O)OC(C)(C)C